(4-cyclopropyl-1-(2,6-dichlorophenyl)-1H-1,2,3-triazol-5-yl)methanol C1(CC1)C=1N=NN(C1CO)C1=C(C=CC=C1Cl)Cl